4-(3-cyano-4-cyclopentyloxy-phenyl)-1H-imidazole-2-carboxylic acid C(#N)C=1C=C(C=CC1OC1CCCC1)C=1N=C(NC1)C(=O)O